CC(C(=O)N)C=C methyl-3-butenamide